(3-(benzylamino)-5-((5-isopropyl-1H-pyrazol-3-yl)amino)pyrazin-2-yl)(imino)(methyl)-λ6-sulfanone C(C1=CC=CC=C1)NC=1C(=NC=C(N1)NC1=NNC(=C1)C(C)C)S(=O)(C)=N